ethyl 7-methoxy-5-methylsulfanyl-4-oxo-1-[4-(trifluoromethoxy)phenyl]cinnoline-3-carboxylate COC1=CC(=C2C(C(=NN(C2=C1)C1=CC=C(C=C1)OC(F)(F)F)C(=O)OCC)=O)SC